FC(C1=C(C=C2CCCNC2=C1)C=1C(=NN(C1)C)COC)F 7-(difluoromethyl)-6-[3-(methoxymethyl)-1-methylpyrazol-4-yl]-1,2,3,4-tetrahydroquinoline